C(CCCCCCCCCCCCCCC)OP(=O)(OCCCCCCCCCCCCCCCC)OCCCCCCCCCCCCCCCC.OCC(C)C1=CC=C(C=C1)N1C(C2=CC=CC=C2C1)=O 2-(4-(1-hydroxypropane-2-yl)phenyl)isoindolin-1-one Trihexadecylphosphat